1,1-bis(t-hexyl-peroxy)cyclohexane 2,3-dihydroxypropan-1-yl-18-hydroxy-(9Z)-octadec-9-enoate OC(COC(CCCCCCC\C=C/CCCCCCCCO)=O)CO.C(C)(C)(CCC)OOC1(CCCCC1)OOC(C)(C)CCC